13-bromo-6,6-dimethyl-4-undecyl-3,5,7-trioxa-6-silatridecane BrCCCCCCO[Si](OC(OCC)CCCCCCCCCCC)(C)C